C(#N)C(=C1OC(C(=C1C#N)C)(C)C)C#N 2-dicyanomethylene-3-cyano-4,5,5-trimethyl-2,5-dihydrofuran